FC(S(=O)(=O)C1=CC=C(C=C1)C1CN(C1)C(=O)OC(C)(C)C)(F)F tert-butyl 3-[4-(trifluoromethylsulfonyl)phenyl]azetidine-1-carboxylate